N-(3-methyl-4-nitrophenyl)methanesulfonamide CC=1C=C(C=CC1[N+](=O)[O-])NS(=O)(=O)C